(2Z)-2-fluoro-3-[3-methyl-1-(oxan-2-yl)indazol-6-yl]prop-2-enoic acid F\C(\C(=O)O)=C/C1=CC=C2C(=NN(C2=C1)C1OCCCC1)C